C1N(CCC12NCCCC2)C2=C1C(=NC=C2)N(C=C1C1=NC=NC=C1)COCC[Si](C)(C)C 2-[[4-(2,6-diazaspiro[4.5]decan-2-yl)-3-pyrimidin-4-yl-pyrrolo[2,3-b]pyridin-1-yl]methoxy]ethyl-trimethyl-silane